tert-butyl N-{1-[5-bromo-4-(4-cyanophenyl)-1,3-thiazol-2-yl]piperidin-4-yl}carbamate BrC1=C(N=C(S1)N1CCC(CC1)NC(OC(C)(C)C)=O)C1=CC=C(C=C1)C#N